NC1=C(SC2=NC(=C(C=C21)F)C)C(=O)NC2CC=1C=C(C(=NC1CC2)N2CCC1C2CNC1)F 3-amino-5-fluoro-N-(3-fluoro-2-{octahydropyrrolo[2,3-c]pyrrol-1-yl}-5,6,7,8-tetrahydroquinolin-6-yl)-6-methylthieno[2,3-b]pyridine-2-carboxamide